C1(CC1)C1=CC=C(C=C1)N1CC(C1)C1=CC(=C(CN2CCC(CC2)C(=O)O)C(=C1)C)C (4-(1-(4-cyclopropylphenyl)azetidin-3-yl)-2,6-dimethylbenzyl)piperidine-4-carboxylic acid